FC(C(=O)O)(F)F.FC(C(=O)O)(F)F.O1CCN(CC1)C1CC(C1)N (1r,3r)-3-morpholinocyclobutan-1-amine bis(2,2,2-trifluoroacetate)